FC1=C(C=C(C=C1)[C@@H]1OC2=CC=CC=C2C[C@@H]1O)OC (2S,3S)-2-(4-fluoro-3-methoxyphenyl)chroman-3-ol